(S)-ethyl 8-(2-amino-6-((R)-2,2,2-trifluoro-1-(3'-fluoro-5'-isopropoxy-3-(3-methyl-1H-pyrazol-1-yl)-[1,1'-biphenyl]-4-yl)ethoxy)pyrimidin-4-yl)-2,8-diazaspiro[4.5]decane-3-carboxylate NC1=NC(=CC(=N1)N1CCC2(C[C@H](NC2)C(=O)OCC)CC1)O[C@@H](C(F)(F)F)C1=C(C=C(C=C1)C1=CC(=CC(=C1)OC(C)C)F)N1N=C(C=C1)C